2-bromo-7-chloro-1,6-naphthyridine BrC1=NC2=CC(=NC=C2C=C1)Cl